N-cyclopropyl-1-hydroxy-N,6,6,9-tetramethyl-3-pentyl-6a,7,8,10a-tetrahydro-6H-benzo[c]chromene-2-carboxamide C1(CC1)N(C(=O)C=1C(=C2C3C(C(OC2=CC1CCCCC)(C)C)CCC(=C3)C)O)C